The molecule is an aromatic ether which is 2,6-dimethylphenyl ether of 2-aminopropan-1-ol. It has a role as an anti-arrhythmia drug. It is an aromatic ether and a primary amino compound. CC1=C(C(=CC=C1)C)OCC(C)N